BrC=1C=C(C(=O)OCC)C=CC1N1CCN(CC1)C ethyl 3-bromo-4-(4-methylpiperazin-1-yl)benzoate